2-(methyl(2-oxo-4-(o-tolyl)-2H-chromen-7-yl)amino)-N-(oxazol-2-ylmethyl)acetamide CN(CC(=O)NCC=1OC=CN1)C1=CC=C2C(=CC(OC2=C1)=O)C1=C(C=CC=C1)C